CN(CCCOC1=NC=C(C=C1)B1OC(C(O1)(C)C)(C)C)C N,N-dimethyl-3-((5-(4,4,5,5-tetramethyl-1,3,2-dioxaborolan-2-yl)pyridin-2-yl)oxy)propane-1-amine